N-(1-(3-fluoro-5-(trifluoromethyl)pyridin-2-yl)ethyl)cyclopropanamine FC=1C(=NC=C(C1)C(F)(F)F)C(C)NC1CC1